C(C)OC(C)(OCC)OCC 1,1,1-triethoxyethane